[3-(2-chloro-5-fluorophenyl)-6-(cyclobutylthio)-2-[(4-methoxyphenyl)methyl]-1-oxo-2,3-dihydro-1H-isoindol-4-yl]-5-fluoro-3-(trifluoromethyl)benzamide ClC1=C(C=C(C=C1)F)C1N(C(C2=CC(=CC(=C12)C1=C(C(=O)N)C=C(C=C1C(F)(F)F)F)SC1CCC1)=O)CC1=CC=C(C=C1)OC